FC(C(=O)O)(F)F.NC1=NN2C(N=CC=C2)=C1C(=O)NC(C)C=1C=C(C=2N(C1N1CCOCC1)C=NC2)Cl 2-Amino-N-[1-(8-chloro-5-morpholin-4-ylimidazo[1,5-a]pyridin-6-yl)ethyl]pyrazolo[1,5-a]pyrimidine-3-carboxamide trifluoroacetate salt